8-amino-3-methyl-N-[(3R)-piperidin-3-yl]-1-[4-({[3-(trifluoromethyl)phenyl]carbamoyl}amino)naphthalen-1-yl]imidazo[1,5-a]pyrazine-5-carboxamide NC=1C=2N(C(=CN1)C(=O)N[C@H]1CNCCC1)C(=NC2C2=CC=C(C1=CC=CC=C21)NC(NC2=CC(=CC=C2)C(F)(F)F)=O)C